4-[[(2S)-2-amino-3,3-dimethyl-butyryl]amino]-2-(4-dihydroxyboryl-butyl)piperidine-2-carboxylic acid N[C@H](C(=O)NC1CC(NCC1)(C(=O)O)CCCCB(O)O)C(C)(C)C